CCCC(CC(C)S)O (+/-)-2-Mercaptoheptan-4-Ol